phenylpropenyl chloride C1(=CC=CC=C1)CC=CCl